BrC=1OC2=C(N1)C=C(C=C2)C(=O)NCC2=CC=C(C=C2)OC 2-bromo-N-(4-methoxybenzyl)benzo[d]oxazole-5-carboxamide